N-methyl-o-nitroaniline CNC1=CC=CC=C1[N+](=O)[O-]